(E)-N-(3-imino-3-(4-methylpiperazin-1-yl)propyl)-1-methyl-4-(1-methyl-4-(4-(2-(quinolin-3-yl)vinyl)benzamido)-1H-pyrrole-2-carboxamido)-1H-pyrrole-2-carboxamide N=C(CCNC(=O)C=1N(C=C(C1)NC(=O)C=1N(C=C(C1)NC(C1=CC=C(C=C1)\C=C\C=1C=NC2=CC=CC=C2C1)=O)C)C)N1CCN(CC1)C